N-({4-[1-(propan-2-yl)-1H-pyrazole-4-sulfonyl]phenyl}methyl)imidazo[1,2-a]pyridine-6-carboxamide CC(C)N1N=CC(=C1)S(=O)(=O)C1=CC=C(C=C1)CNC(=O)C=1C=CC=2N(C1)C=CN2